NC1=C(C=2N(C=C1C(=O)OCC)C(=NN2)C)I ethyl 7-amino-8-iodo-3-methyl-[1,2,4]triazolo[4,3-a]pyridine-6-carboxylate